N1(N=CC=C1)CC=1C=CC(=NC1OC)C(=O)NS(=O)(=O)C1=C2CCCC2=CC=C1 5-((1H-pyrazol-1-yl)methyl)-N-((2,3-dihydro-1H-inden-4-yl)sulfonyl)-6-methoxypicolinamide